ClC1=CC(N(C=C1)CC1=NC(=CC=C1)F)=O 4-chloro-1-((6-fluoropyridin-2-yl)methyl)pyridin-2(1H)-one